4-[3-(2-Chloro-5-methylsulfonylmethyl-phenyl)-[1,4]oxazepan-4-yl]-6-methyl-pyrimidin-2-ylamine ClC1=C(C=C(C=C1)CS(=O)(=O)C)C1COCCCN1C1=NC(=NC(=C1)C)N